(2R,3R)-2-amino-3-carbamimidamido-butanoic acid N[C@@H](C(=O)O)[C@@H](C)NC(=N)N